FC1=C(C(=CC=C1)F)C1=NC=2C(=NNC2C=2C=C(N=CC2N1)N1CCS(CC1)(=O)=O)C 4-[8-(2,6-difluorophenyl)-5-methyl-3,4,7,9,12-pentazatricyclo[8.4.0.02,6]tetradeca-1(10),2(6),4,7,11,13-hexaen-13-yl]-1,4-thiazinane 1,1-dioxide